FC=1C(=CC=2C3=C(NC(C2C1)=O)COC[C@@H]3N(C(=O)C=3C=C1C=CC(=CN1C3)C(F)F)C)F (R)-N-(8,9-difluoro-6-oxo-1,4,5,6-tetrahydro-2H-pyrano[3,4-c]isoquinolin-1-yl)-6-(difluoromethyl)-N-methylindolizine-2-carboxamide